4-(5-chloropyridin-2-yl)-1H-1,2,3-triazole-5-carboxylic acid 2,2,2-trifluoroacetate FC(C(=O)O)(F)F.ClC=1C=CC(=NC1)C=1N=NNC1C(=O)O